(S)-N-(2-chloro-3-(hydroxymethyl)-benzyl)-1-(5-methyl-2-((tetra-hydrofuran-3-yl)amino)-pyrimidin-4-yl)-1H-imidazole-4-carboxamide ClC1=C(CNC(=O)C=2N=CN(C2)C2=NC(=NC=C2C)N[C@@H]2COCC2)C=CC=C1CO